C(CCCCCCC\C=C/CCCCCCCCCC)(=O)OCC(O)CO glyceryl monogadoleate